(1R)-6-[(7S)-2-{3-[4-(3,6-Dimethylpyridin-2-yl)-2-fluorophenyl]-1H-pyrrolo[2,3-b]pyridin-5-yl}-6,7,8,9-tetrahydro-5H-benzo[7]annulen-7-yl]-3-oxa-6-azabicyclo[3.1.1]heptane CC=1C(=NC(=CC1)C)C1=CC(=C(C=C1)C1=CNC2=NC=C(C=C21)C=2C=CC1=C(CC[C@H](CC1)N1C3COC[C@H]1C3)C2)F